FC(C1=NC=CC(=C1)N)(F)F 2-(trifluoromethyl)-pyridin-4-amine